6-bromo-1'-(2-((tert-butyldimethylsilyl)oxy)ethyl)-2H-spiro[benzofuran-3,4'-imidazolidine]-2',5'-dione BrC1=CC2=C(C=C1)C1(NC(N(C1=O)CCO[Si](C)(C)C(C)(C)C)=O)CO2